O=C1NC(CCC1N1C(N(C2=C1C=CC=C2OC2CN(C2)C(=O)OC(C)(C)C)C)=O)=O tert-butyl 3-((1-(2,6-dioxopiperidin-3-yl)-3-methyl-2-oxo-2,3-dihydro-1H-benzo[d]imidazol-4-yl)oxy)azetidine-1-carboxylate